para-toluenesulfinic acid monohydrate O.CC1=CC=C(C=C1)S(=O)O